4-(3'-(cyclopentyloxy)-4'-methoxy-[1,1'-biphenyl]-3-yl)-1,2-oxaborol-2(5H)-ol C1(CCCC1)OC=1C=C(C=CC1OC)C1=CC(=CC=C1)C1=CB(OC1)O